NC1=NC2=C(N1C\C=C\CN1C(=NC3=C1C(=CC(=C3)C(N)=O)OCCCO)N)C(=CC(=C2)C(=O)N)OC (E)-2-amino-1-(4-(2-amino-5-carbamoyl-7-(3-hydroxypropoxy)-1H-benzo[d]imidazol-1-yl)but-2-en-1-yl)-7-methoxy-1H-benzo[d]imidazole-5-carboxamide